FC=1C(=C(C=CC1)C1C2=C(NC(=C1C(=O)OC)CF)CCC2=O)CC(F)(F)F methyl 4-(3-fluoro-2-(2,2,2-trifluoroethyl) phenyl)-2-(fluoromethyl)-5-oxo-4,5,6,7-tetrahydro-1H-cyclopenta[b]pyridine-3-carboxylate